C(#N)SC#N Cyanothioether